C1(CCCCC1)C1=CC=C(CN(C(=O)[C@@H]2N(CCC2)S(=O)(=O)C2=C(C(=CC(=C2)F)F)F)C2=CC(=C(C(=O)O)C=C2)O)C=C1 (R)-4-(N-(4-cyclohexylbenzyl)-1-((2,3,5-trifluorophenyl)sulfonyl)pyrrolidine-2-carboxamido)-2-hydroxybenzoic acid